(+/-)-(2r,6r)-2,6-dimethyl-4-((3-(methylcarbamoyl)-7-(trifluoromethyl)thieno[3,2-b]pyridin-5-yl)oxy)piperidine-1-carboxylic acid tert-butyl ester C(C)(C)(C)OC(=O)N1[C@@H](CC(C[C@H]1C)OC1=CC(=C2C(=N1)C(=CS2)C(NC)=O)C(F)(F)F)C